NC1(C[C@@H]2[C@@H](CN(C2)C=2N=CC(=NC2)C=2C=3N(C=C(C2)C=2C=NN(C2)C)N=CC3C#N)C1)C 4-(5-((3aR,5s,6aS)-5-amino-5-methylhexahydrocyclopenta[c]pyrrol-2(1H)-yl)pyrazin-2-yl)-6-(1-methyl-1H-pyrazol-4-yl)pyrazolo[1,5-a]pyridine-3-carbonitrile